cedranone CC1CCC2C13CC(C2(C)C)C(C(=O)C3)C